COC(=O)C1=CC(=NO1)CCC1=CC=C(C=C1)C(F)(F)F 3-[2-[4-(trifluoromethyl)phenyl]ethyl]-1,2-oxazole-5-carboxylic acid methyl ester